2-((1-oxo-4-(o-tolyl)-1,2-dihydroisoquinolin-7-yl)amino)propanamide O=C1NC=C(C2=CC=C(C=C12)NC(C(=O)N)C)C1=C(C=CC=C1)C